BrC1=CC=CC(=N1)N=S(=O)(C)C ((6-bromopyridin-2-yl)imino)dimethyl-λ6-sulfanone